8-(6-(tert-butyl)pyridin-3-yl)-7-(methylthio)-3,4-dihydro-2H,6H-pyrimido[2,1-b][1,3]thiazin-6-one C(C)(C)(C)C1=CC=C(C=N1)C=1N=C2SCCCN2C(C1SC)=O